ClC1=C(OC2=C(C=CC=C2C1=O)C1=CC2=C(OCCO2)C=C1)N1CCOCC1 3-chloro-8-(2,3-dihydrobenzo[b][1,4]dioxin-6-yl)-2-morpholino-4H-chromen-4-one